C(C)OC(=O)OC1=C(C=C(C(=O)OC2C(C(C3CC4N(CC3C2)CCC2=C4NC4=CC(=CC=C42)OC)C(=O)OC)OC)C=C1OC)OC methyl 3-((4-((ethoxycarbonyl)oxy)-3,5-dimethoxybenzoyl)oxy)-2,11-dimethoxy-1,2,3,4,4a,5,7,8,13,13b,14,14a-dodecahydroindolo[2',3':3,4]pyrido[1,2-b]isoquinoline-1-carboxylate